2,3-difluoroethoxybenzene CCOC1=C(C(=CC=C1)F)F